N(=[N+]=[N-])CC1=CC=C(C=C1)CCC(=O)O 3-(4-(azidomethyl)phenyl)propanoic acid